CC=1C=C(C=NN2C3=NC(=NC(=C3N=C2)NCC2=CC=NC=C2)N2CCOCC2)C=CC1 9-((3-methylbenzylidene)amino)-2-morpholino-N-(pyridin-4-ylmethyl)-9H-purin-6-amine